methyl 13-carbonyl-octadeca-(9E,11E)-dienoate C(=O)=C(/C=C/C=C/CCCCCCCC(=O)OC)CCCCC